BrC=1SC=C(N1)COC1=CC(=CC2=C1C=C(O2)C=2N=C1N(N=C(C=C1)C)C2)OC 2-Bromo-4-(((6-methoxy-2-(6-methylimidazo[1,2-b]pyridazin-2-yl)benzofuran-4-yl)oxy)methyl)thiazole